C(C)(=O)C1=C(C=CC(=C1)[N+](=O)[O-])NC(=O)C=1C=NN(C1)C N-(2-acetyl-4-nitrophenyl)-1-methyl-1H-pyrazole-4-carboxamide